C(CCCCCCCCC)C=1C=C(N)C=CC1 3-decylaniline